4-(1,1-DIMETHYLETHYL)-2-fluorobenzenamine CC(C)(C)C1=CC(=C(C=C1)N)F